2-(phenylmethylene)octanal C1(=CC=CC=C1)C=C(C=O)CCCCCC